CS(=O)(=O)C=1C=C(OC[C@H](CNC2COC3(C2)CCN(CC3)S(=O)(=O)C3=CC(=CC=C3)C=3C=NC=CC3)O)C=CC1 (2S)-1-(3-(methylsulfonyl)phenoxy)-3-(8-(3-(pyridin-3-yl)phenylsulfonyl)-1-oxa-8-azaspiro[4.5]decan-3-ylamino)propan-2-ol